6-chloro-3-((1-(4-chlorobenzoyl)-4-hydroxypiperidin-4-yl)methyl)-7-(4-((3R,6S)-6-cyclopropylmorpholin-3-yl)phenyl)-3,7-dihydro-4H-pyrrolo[2,3-d]pyrimidin-4-one ClC1=CC2=C(N=CN(C2=O)CC2(CCN(CC2)C(C2=CC=C(C=C2)Cl)=O)O)N1C1=CC=C(C=C1)[C@H]1NC[C@@H](OC1)C1CC1